7-(5-Methylfuran-2-yl)-3-[[6-[[(3S)-oxolan-3-yl]oxymethyl]pyridin-2-yl]methyl]triazolo[4,5-d]pyrimidin-5-amin CC1=CC=C(O1)C=1C2=C(N=C(N1)N)N(N=N2)CC2=NC(=CC=C2)CO[C@@H]2COCC2